CC=1N=C(NC1C)C1=NC=CC(=C1)C=1C=NC=C(C1)NCC1CCOCC1 2'-(4,5-Dimethyl-1H-imidazol-2-yl)-N-(tetrahydro-2H-pyran-4-ylmethyl)-3,4'-bipyridin-5-amine